BrC=1C(=NC=CC1)CCO 2-(3-bromopyridin-2-yl)ethan-1-ol